CC=1C=CC=2C(C3=CC=C(C=C3SC2C1)C)NC(=O)C=1C(NC(=C(C1)OC1CCOCC1)C(F)(F)F)=O N-(3,6-dimethyl-9H-thioxanthen-9-yl)-2-oxo-5-((tetrahydro-2H-pyran-4-yl)oxy)6-(trifluoromethyl)-1,2-dihydropyridine-3-carboxamide